C(CCCCCCCCCCCCCCC)C(C(=O)O)CCCC(C)C.C(C)C(C(=O)OCCCCCCCCCCCCCCCC)CCCC cetyl 2-ethylhexanoate (cetyl isooctanoate)